C(CCCCC)C(C(=O)OCCCCCCN(CCCCN(CCCN)CCCCCCOC(C(CCCCCCCC)CCCCCC)=O)CCCN)CCCCCCCC (butane-1,4-diylbis((3-aminopropyl)azanediyl))bis(hexane-6,1-diyl) bis(2-hexyldecanoate)